hexenyl-gamma-glutamyl-cysteine C(=CCCCC)N[C@@H](CCC(=O)N[C@@H](CS)C(=O)O)C(=O)O